C1(C=CC(N1C(CC(=O)O)CCCC)=O)=O β-maleimidoheptanoic acid